2,3-dibromobut-2-ene-1,4-diyl dipropanoate C(CC)(=O)OCC(=C(COC(CC)=O)Br)Br